2-methyl-5-[(4-methyl-1,3-thiazol-5-yl)methoxy]-N-(2-oxopyrrolidin-3-yl)-1-benzothiophene-3-carboxamide CC=1SC2=C(C1C(=O)NC1C(NCC1)=O)C=C(C=C2)OCC2=C(N=CS2)C